(5aS,6R,11bS)-14-(cyclopropylmethyl)-3-(pyridin-4-ylmethyl)-2,3,4,5,6,7-hexahydro-6,11b-(epiminoethano)naphtho[1,2-d]azepine-5a,10(1H)-diol C1(CC1)CN1CC[C@]23CCN(CC[C@]2([C@H]1CC1=CC=C(C=C13)O)O)CC1=CC=NC=C1